[2-(2,6-dioxopiperidin-3-yl)-4-methoxy-3-oxo-2,3-dihydro-1H-isoindol-5-yl]methyl N-[4-(3,5-dichlorophenoxy)-2-fluorophenyl]carbamate ClC=1C=C(OC2=CC(=C(C=C2)NC(OCC=2C(=C3C(N(CC3=CC2)C2C(NC(CC2)=O)=O)=O)OC)=O)F)C=C(C1)Cl